tert-butyl ((1s,4s)-4-amino-1-methylcyclohexyl)-carbamate NC1CCC(CC1)(C)NC(OC(C)(C)C)=O